N-lauroyl-dodecylamide C(CCCCCCCCCCC)(=O)[N-]CCCCCCCCCCCC